2,2'-(spiro[fluorene-9,9'-thioxanthene]-2,7-diylbis(oxy))diethanol C1=CC=CC=2SC3=CC=CC=C3C3(C12)C1=CC(=CC=C1C=1C=CC(=CC13)OCCO)OCCO